2,4-dimethylpentane-2-amine formate C(=O)O.CC(C)(CC(C)C)N